O=C1N(CC2=C(C=CC=C12)CN1CCN(CC1)C=1N=NC=CC1)C1C(NC(CC1)=O)=O 3-(1-oxo-4-((4-(pyridazin-3-yl)piperazin-1-yl)methyl)isoindolin-2-yl)piperidine-2,6-dione